1-(Aminomethyl)-4-(methylsulfonyl)cyclohexane-1,2-diol hydrochloride Cl.NCC1(C(CC(CC1)S(=O)(=O)C)O)O